2,2-Dimethyl-6-oxo-5,8,11,14-tetraoxa-2-silahexadecane C[Si](C)(CCOC(COCCOCCOCC)=O)C